3-bromo-4-chlorobenzaldehyde BrC=1C=C(C=O)C=CC1Cl